BrC=1N(C2=CC=C(C=C2C(C1C1=C(C=CC=C1F)Cl)=O)F)C(C)C bromo-3-(2-chloro-6-fluorophenyl)6-fluoro-1-isopropylquinolin-4(1H)-one